BrC1=CC=C(C=C1)C(OC)=NC#N methyl (1Z)-4-bromo-N-cyano-benzenecarboximidate